3-(5-(((1R,2S)-2-(2-oxa-6-azaspiro[3.3]heptan-6-yl)cyclopentyl)oxy)-1-oxoisoindolin-2-yl)piperidine-2,6-dione C1OCC12CN(C2)[C@@H]2[C@@H](CCC2)OC=2C=C1CN(C(C1=CC2)=O)C2C(NC(CC2)=O)=O